tetraethylammonium hexafluoro-phosphate F[P-](F)(F)(F)(F)F.C(C)[N+](CC)(CC)CC